ClC=1C=C(C=CC1C=1N(C2=NC=NC(=C2N1)OC1(CC1)C)CC1=C(C=CC(=C1)F)C#N)CC(=O)N 2-(3-chloro-4-(9-(2-cyano-5-fluorobenzyl)-6-(1-methylcyclopropoxy)-9H-purin-8-yl)phenyl)acetamide